C(#N)CNC(=O)C=1N=NN(C1)CC(CCC=1SC(=NN1)NC(CC1=CC(=CC=C1)OC(F)(F)F)=O)F N-(cyanomethyl)-1-[2-fluoro-4-(5-{2-[3-(trifluoromethoxy)phenyl]acetamido}-1,3,4-thiadiazol-2-yl)butyl]-1H-1,2,3-triazole-4-carboxamide